5,6-dihydroindeno[2,1-b]indole C1=C2C3=C(NC2=CC=C1)CC1=CC=CC=C13